N1CCC(CC1)CCOC1=CC=C(C=O)C=C1 4-(2-(piperidin-4-yl)ethoxy)benzaldehyde